FC1(CCN(CC1)C=1C(=C(C=C2C=CC(=NC12)O)NC(C1=C(C=C(C=C1)NS(=O)(=O)CCO)N1CCC2(CC2)CC1)=O)F)F N-(8-(4,4-difluoropiperidin-1-yl)-7-fluoro-2-hydroxyquinolin-6-yl)-4-((2-hydroxyethyl)sulfonamido)-2-(6-azaspiro[2.5]oct-6-yl)benzamide